2-amino-N-ethylthieno[2,3-d]pyrimidine-6-carboxamide NC=1N=CC2=C(N1)SC(=C2)C(=O)NCC